6-(difluoromethyl)-3-methylpyridazin-4-amine FC(C1=CC(=C(N=N1)C)N)F